C=CC=C cis-Butadien